[N+](=O)([O-])C1=C(CC#N)C=C(C(=C1)OCC1=CC=CC=C1)OCC1=CC=CC=C1 2-nitro-4,5-dibenzyloxy-benzyl cyanide